C(C1=CC=CC=C1)ON1[C@@H]2CC[C@H](N(C1=O)C2)C(NC(=O)C2CCN(CC2)C)=N N-(((2S,5R)-6-(benzyloxy)-7-oxo-1,6-diazabicyclo[3.2.1]octan-2-yl)(imino)methyl)-1-methylpiperidine-4-carboxamide